3-((S)-1-(2,5-dichlorobenzamido)-2-methylpropyl)-N-((R)-3-methyl-1-((3aS,4S,6S,7aR)-3a,5,5-trimethylhexahydro-4,6-methanobenzo[d][1,3,2]dioxaborol-2-yl)butyl)-4,5-dihydroisoxazole ClC1=C(C(=O)N[C@@H](C(C)C)C2N(OCC2)[C@@H](CC(C)C)B2O[C@@]3([C@H](O2)C[C@H]2C([C@@H]3C2)(C)C)C)C=C(C=C1)Cl